N1C(=CC2=CC=CC=C12)C(=O)OC=CC=C but-1,3-dien-1-yl 1H-indole-2-carboxylate